5-isobutyl-2-norbornene C(C(C)C)C1C2C=CC(C1)C2